BrC1=C(C(=C(C=C1)C=1C(=NN(C1)CCOC(F)F)C)F)F 4-(4-bromo-2,3-difluorophenyl)-1-(2-(difluoromethoxy)ethyl)-3-methyl-1H-pyrazole